IC(CI)C1=CC=CC=C1 1,2-diiodo-1-phenylethane